NCC1=CC=C(C=C1)NC(NC(C)C=1C=CC=C2C(=C(NC12)C(=O)O)C1=CC(=C(C=C1)CS(=O)(=O)C)F)=O 7-(1-(3-(4-(aminomethyl)phenyl)ureido)ethyl)-3-(3-fluoro-4-((methylsulfonyl)methyl)phenyl)-1H-indole-2-carboxylic acid